BrC=1C2=C(C(=NC1)N)CCO2 7-bromo-2,3-dihydrofuro[3,2-c]Pyridin-4-amine